ClC1=CC=C(C(=N1)C(=O)O)N[C@H](C)C1=C2N=C(C(=NC2=CC(=C1)C)C#N)NC(C)C1CC1 6-chloro-3-(((1R)-1-(2-cyano-3-((1-cyclopropylethyl)amino)-7-methylquinoxalin-5-yl)ethyl)amino)picolinic acid